tert-butyl (6-fluoro-4-hydroxynaphthalen-2-yl)carbamate FC=1C=C2C(=CC(=CC2=CC1)NC(OC(C)(C)C)=O)O